FC(C1=C(N=NC(=C1)C1=C(C2=CN(N=C2C=C1)C)C)NC1C[C@@H]2[C@@H](CN(C2)CC2CCOCC2)C1)F (3aR,5s,6aS)-N-(4-(difluoromethyl)-6-(2,4-dimethyl-2H-indazol-5-yl)pyridazin-3-yl)-2-((tetra-hydro-2H-pyran-4-yl)methyl)octa-hydrocyclopenta-[c]pyrrol-5-amine